N1C=CC2=CC=C(C=C12)C(=O)N1C[C@H](C[C@@H](C1)COC=1C(=NC=CC1)C(F)(F)F)C (1H-indol-6-yl)((3S,5S)-3-methyl-5-(((2-(trifluoromethyl)pyridin-3-yl)oxy)methyl)piperidin-1-yl)methanone